2-((S)-4,4-difluoro-3-(6-oxo-1,6-dihydropyridin-3-yl)piperidin-1-yl)-N-(5-(spiro[3.3]hept-2-yloxy)pyridin-2-yl)propionamide FC1([C@H](CN(CC1)C(C(=O)NC1=NC=C(C=C1)OC1CC2(C1)CCC2)C)C2=CNC(C=C2)=O)F